2-(3-bromophenoxy)-9-(pyridin-2-yl)-9H-carbazole BrC=1C=C(OC2=CC=3N(C4=CC=CC=C4C3C=C2)C2=NC=CC=C2)C=CC1